rac-(3R,4R)-1-cyclopropylmethyl-4-{[3-(2,4-difluoro-phenyl)-isoxazole-5-carbonyl]-amino}-piperidine-3-carboxylic acid methyl ester COC(=O)[C@@H]1CN(CC[C@H]1NC(=O)C1=CC(=NO1)C1=C(C=C(C=C1)F)F)CC1CC1 |r|